9-Fluoro-8-(1H-indol-4-yl)-7-methoxy-1,4,4-trimethyl-5H-[1,2,4]triazolo[4,3-a]quinoxaline FC=1C(=C(C=C2NC(C=3N(C12)C(=NN3)C)(C)C)OC)C3=C1C=CNC1=CC=C3